ClC1=CC=C(C=C1)CCC1=NN=C(S1)NC(=O)C1=C(C=NC=C1)C1=C(C=CC=C1)C#C N-(5-(4-chlorophenyl-ethyl)-1,3,4-thiadiazol-2-yl)-3-(2-ethynylphenyl)pyridine-4-carboxamide